C(C)(C)(C)OC(CCN(C)CC=1C=C2CCCN(C2=CC1)C1=NOC(=N1)C1=C(C=C(C=C1F)OC(C)C)F)=O 3-(((1-(5-(2,6-difluoro-4-isopropoxyphenyl)-1,2,4-oxadiazol-3-yl)-1,2,3,4-Tetrahydroquinolin-6-yl)methyl)(methyl)amino)propionic acid tert-butyl ester